Methyl (2Z)-3-[4-(2,6-dimethoxyphenyl)-5-(5-methylfuran-2-yl)-4H-1,2,4-triazol-3-yl]prop-2-enoate COC1=C(C(=CC=C1)OC)N1C(=NN=C1C=1OC(=CC1)C)\C=C/C(=O)OC